N-(6-(2,6-difluoro-3-(thiophene-3-sulfonamido)phenyl)quinazolin-2-yl)pivalamide FC1=C(C(=CC=C1NS(=O)(=O)C1=CSC=C1)F)C=1C=C2C=NC(=NC2=CC1)NC(C(C)(C)C)=O